OCC=1C=C(OCCCCO)C=C(C1)OCC1=NC2=CC=CC=C2C=C1 4-(3-(hydroxymethyl)-5-(quinolin-2-ylmethoxy)phenoxy)butan-1-ol